NC1=CC(=C2NC(CCCCC(C(C3=NN=C(C1=N2)O3)O)(F)F)(C)C)C(F)(F)F 17-amino-7,7-difluoro-12,12-dimethyl-15-(trifluoromethyl)-19-oxa-3,4,13,18-tetrazatricyclo[12.3.1.12,5]nonadeca-1(18),2,4,14,16-pentaen-6-ol